C[C@H]1CC[C@]2(C[C@@H]3C[C@H](O2)C/C=C(/C[C@H](/C=C/C=C/4\\CO[C@H]5[C@@]4([C@@H](C=C([C@H]5O)C)C(=O)O3)O)C)\\C)O[C@@H]1C(C)C The molecule is a milbemycin originally isolated from Streptomyces hygroscopicus with formula C33H48O7 that has insecticidal and anthelmintic proerties. It has a role as an insecticide, an anthelminthic drug and a nematicide.